2-(furan-2-yl)-2-hydroxy-1-phenylethane-1-one O1C(=CC=C1)C(C(=O)C1=CC=CC=C1)O